5-amino-6-(1H-imidazol-1-yl)-N-((1r,4r)-4-methoxycyclohexyl)pyridinecarboxamide NC=1C=CC(=NC1N1C=NC=C1)C(=O)NC1CCC(CC1)OC